(4-fluorophenyl)-3(R)-[3-(4-fluorophenyl)-3(S)-hydroxypropyl]4(S)-(4-hydroxyphenyl)-2-azetidinone FC1=CC=C(C=C1)N1C([C@@H]([C@H]1C1=CC=C(C=C1)O)CC[C@H](O)C1=CC=C(C=C1)F)=O